rac-N-((4R,5R)-3-(((tert-butyldimethylsilyl)oxy)methyl)-4-cyclopropyl-6-oxo-1-(tetrahydro-2H-pyran-4-yl)-4,5,6,7-tetrahydro-1H-pyrazolo[3,4-b]pyridin-5-yl)-3-ethylbenzamide [Si](C)(C)(C(C)(C)C)OCC1=NN(C=2NC([C@@H]([C@@H](C21)C2CC2)NC(C2=CC(=CC=C2)CC)=O)=O)C2CCOCC2 |r|